5-chloro-N-[(1S)-1-[2-(5-cyano-2-pyridyl)-1,2,4-triazol-3-yl]ethyl]-3,3-difluoro-2-oxo-indoline-7-carboxamide ClC=1C=C2C(C(NC2=C(C1)C(=O)N[C@@H](C)C=1N(N=CN1)C1=NC=C(C=C1)C#N)=O)(F)F